5-carboxyl-isophthalaldehyde C(=O)(O)C=1C=C(C=C(C=O)C1)C=O